(S)-4-(1-cyclopropyl-1H-pyrazol-4-yl)-1-((4,4-difluoro-5-oxopyrrolidin-2-yl)methoxy)-7-isopropoxyisoquinoline-6-carboxamide C1(CC1)N1N=CC(=C1)C1=CN=C(C2=CC(=C(C=C12)C(=O)N)OC(C)C)OC[C@H]1NC(C(C1)(F)F)=O